FC1=CC=C(C=C1)CN1CCC(CC1)CCNC(=O)N1[C@@H](CN(CC1)C1=CC(=C(C(=C1)F)F)F)C (2R)-N-(2-{1-[(4-fluorophenyl)methyl]piperidin-4-yl}ethyl)-2-methyl-4-(3,4,5-trifluorophenyl)piperazine-1-carboxamide